Cl.N1C(=NC=2CNCCC21)C(=O)N 4,5,6,7-tetrahydro-1H-imidazo[4,5-c]pyridine-2-carboxamide hydrochloride